disodium succinate C(CCC(=O)[O-])(=O)[O-].[Na+].[Na+]